benzyl-phenethyl-amine C(C1=CC=CC=C1)NCCC1=CC=CC=C1